Tert-butyl 4-(5-methyl-7-(1,4,5-trimethyl-6-oxo-1,6-dihydropyridin-3-yl)-9H-carbazol-3-yl)piperidine-1-carboxylate CC1=C2C=3C=C(C=CC3NC2=CC(=C1)C1=CN(C(C(=C1C)C)=O)C)C1CCN(CC1)C(=O)OC(C)(C)C